C(C)(C)(C)OC(=O)N1[C@H](C[C@@H](C1)N1N=C(C=2C(=NC=CC21)N)C#CC2=CC1=C(N(C(=N1)C)C)C=C2)CC#N (2R,4S)-4-(4-amino-3-((1,2-dimethyl-1H-benzo[d]imidazol-5-yl)ethynyl)-1H-pyrazolo[4,3-c]pyridin-1-yl)-2-(cyanomethyl)pyrrolidine-1-carboxylic acid tert-butyl ester